1-(2,2-difluoroethyl)-6-(4-methoxy-3-(((2-(trifluoromethyl)pyridin-3-yl)oxy)methyl)piperidin-1-yl)-1H-pyrazolo[3,4-b]pyrazine FC(CN1N=CC=2C1=NC(=CN2)N2CC(C(CC2)OC)COC=2C(=NC=CC2)C(F)(F)F)F